[O+2].[Cl-].[Mg+2].[Cl-].[Cl-].[Cl-] magnesium chloride oxygen